1-((1H-indol-5-yl)sulfonyl)-N-(4-isobutylphenyl)-1H-pyrazole-3-carboxamide N1C=CC2=CC(=CC=C12)S(=O)(=O)N1N=C(C=C1)C(=O)NC1=CC=C(C=C1)CC(C)C